2-aminoethylphosphonic acid NCCP(O)(O)=O